6-acetyl-1,1,2,4,4,7-hexamethyltetralin C(C)(=O)C=1C=C2C(CC(C(C2=CC1C)(C)C)C)(C)C